FC(C(C(=O)F)OCC(OCCCCC)C(F)(F)F)(F)F 2,5-bis(trifluoromethyl)-3,6-dioxaundecanoic acid fluoride